1-(3,4-dimethoxyphenyl)-2-(4-methoxyphenoxy)ethan-1-one COC=1C=C(C=CC1OC)C(COC1=CC=C(C=C1)OC)=O